NC1=C2C(N(C(C2=CC=C1F)=O)C1C(N(C(CC1)=O)CCOC)=O)=O 4-amino-5-fluoro-2-(1-(2-methoxyethyl)-2,6-dioxopiperidin-3-yl)isoindolin-1,3-dione